2-(5-cyclopropylpyrimidin-2-yl)-N-(3,5-dichloro-4-(2,6-dioxopiperidin-3-yl)benzyl)-2-methylpropan-amide C1(CC1)C=1C=NC(=NC1)C(C(=O)NCC1=CC(=C(C(=C1)Cl)C1C(NC(CC1)=O)=O)Cl)(C)C